(E)-2-hex-enal C(\C=C\CCC)=O